[N+](=O)([O-])C1=CC=C(C=C1)OC([C@@H](NC(=O)OC(C)(C)C)CC1=CNC2=CC=CC=C12)=O (tert-butoxycarbonyl)-L-tryptophan 4-nitrophenyl ester